tert-butyl (Z)-3-(1-cyano-2-((cyanomethyl)(4-phenoxyphenyl)amino)vinyl)pyrrolidine-1-carboxylate C(#N)\C(=C/N(C1=CC=C(C=C1)OC1=CC=CC=C1)CC#N)\C1CN(CC1)C(=O)OC(C)(C)C